4-(3-chlorophenyl)-3,4-dihydro-2(1H)-quinolinone ClC=1C=C(C=CC1)C1CC(NC2=CC=CC=C12)=O